7-bromo-6-(methoxymethyloxy)chromen-4-one methyl-8-(5,5-dimethyl-1,3-dioxan-2-yl)-5-(2-fluoro-4-iodoanilino)imidazo[1,5-a]pyridine-6-carboxylate COC(=O)C=1C=C(C=2N(C1NC1=C(C=C(C=C1)I)F)C=NC2)C2OCC(CO2)(C)C.BrC2=C(C=C1C(C=COC1=C2)=O)OCOC